CC1=C(C(=CC=C1)C)C1=NC=2NS(C=3C=CC=C(C(N([C@H](COC(=C1)N2)CC(C)C)C2CC1(CC1)C2)=O)C3)(=O)=O (11S)-6-(2,6-dimethylphenyl)-11-isobutyl-2,2-dioxo-12-spiro[2.3]hexan-5-yl-9-oxa-2λ6-thia-3,5,12,19-tetrazatricyclo[12.3.1.14,8]nonadeca-1(18),4(19),5,7,14,16-hexaen-13-one